CN1CCN(CC1)CCCOC1=CC=C(C=C1)S(=O)(=O)N1CCC(CC1)C1=CNC2=CC=CC=C12 3-(1-((4-(3-(4-methylpiperazin-1-yl)propoxy)phenyl)sulfonyl)piperidin-4-yl)-1H-indole